C(C)(C)(C)OC(NC1CNC1)=O.CN1C=C(C=C(C1=O)C)C=1C=C(C=CC1OC1COCCC1)NS(=O)(=O)C N-[3-(1,5-dimethyl-6-oxopyridin-3-yl)-4-(oxan-3-yloxy)phenyl]methanesulfonamide tert-butyl-N-(azetidin-3-yl)carbamate